[Br-].C(C=C)[N+](CCCO)(CC=C)CC=C triallyl(3-hydroxypropyl)ammonium bromide